ethyl 2-{[5-(2-methoxy-pyridin-4-yl)-2,3-dihydro-1H-inden-4-yl] amino}-5-(1,2-oxazol-3-yl)-4,5-dihydro-1,3-oxazole-5-carboxylate COC1=NC=CC(=C1)C=1C(=C2CCCC2=CC1)NC=1OC(CN1)(C(=O)OCC)C1=NOC=C1